4-(2-cyclopropyl-7-(difluoromethoxy)-2H-indazol-4-yl)-N-isobutylpyridinamide C1(CC1)N1N=C2C(=CC=C(C2=C1)C1=CC(=NC=C1)C(=O)NCC(C)C)OC(F)F